C[Si](C)(C)OB(O[Si](C)(C)C)O[Si](C)(C)C tris(trimethylsilanyl)borate